2-(3,4-dimethoxyphenyl)-5-{[2-(3,4-dimethoxyphenyl)ethyl](methyl)amino}-2-(propan-2-yl)pentanenitrile COC=1C=C(C=CC1OC)C(C#N)(CCCN(C)CCC1=CC(=C(C=C1)OC)OC)C(C)C